(2-((5-chloro-2-(((R)-3-(1-methylpiperidin-4-yl)-1,2,3,4,4a,5-hexahydrobenzo[b]pyrazino[1,2-d][1,4]oxazin-8-yl)amino)pyrimidin-4-yl)amino)phenyl)(imino)(methyl)-λ6-sulfanone ClC=1C(=NC(=NC1)NC=1C=CC2=C(OC[C@@H]3N2CCN(C3)C3CCN(CC3)C)C1)NC1=C(C=CC=C1)S(=O)(C)=N